CC1(COB(OC1)C=1C=C(C=C(C1OC)F)C(C)(C)O)C 2-(3-(5,5-dimethyl-1,3,2-dioxaborinan-2-yl)-5-fluoro-4-methoxyphenyl)propan-2-ol